(2-methyl-1H-pyrrolo[2,3-c]pyridin-3-yl)ethane-1-amine CC1=C(C=2C(=CN=CC2)N1)C(C)N